C1(CC1)C1=C(C(=NO1)C1=C(C=CC=C1Cl)Cl)CO[C@H]1[C@@H]2C(N([C@H](C1)C2)C2=CC(=C(C(=O)NS(=O)(=O)C1CCOCC1)C=C2)F)=O 4-((1S,4R,5R)-5-((5-cyclopropyl-3-(2,6-dichlorophenyl)isoxazol-4-yl)methoxy)-3-oxo-2-azabicyclo[2.2.1]heptan-2-yl)-2-fluoro-N-((tetrahydro-2H-pyran-4-yl)sulfonyl)benzamide